(1S,4S)-5-(2-amino-5-bromophenyl)-2,5-diazabicyclo[2.2.1]heptane-2-carboxylic acid tert-butyl ester C(C)(C)(C)OC(=O)N1[C@@H]2CN([C@H](C1)C2)C2=C(C=CC(=C2)Br)N